COC([C@H]([C@H](O)C1=C(C=CC=C1)[N+](=O)[O-])O)=O.CC(C)CC(CC(C)C)O[Si](C1=C(C=CC=C1)C(C)C)(OC(CC(C)C)CC(C)C)OC(CC(C)C)CC(C)C tris((2,6-dimethylhept-4-yl)oxy)(2-isopropylphenyl)silane (2S,3R)-methyl-3-(2-nitrophenyl)-2,3-dihydroxypropionate